5,6-dihydro-6-pentyl-2H-pyran C(CCCC)C1CC=CCO1